C(C)(C)(C)OC(=O)[C@H](C(C)C)NCCCC1(CN(C1)C(=O)OC)C(=O)[O-] methyl 3-[3-[[(1S)-1-tert-butoxycarbonyl-2-methyl-propyl]amino]propyl]azetidine-1,3-dicarboxylate